4-oxo-N-[(5-phenyl-1,3,4-thiadiazol-2-yl)methyl]-6,7-dihydro-5H-furo[3,2-c]pyridine-2-carboxamide O=C1NCCC2=C1C=C(O2)C(=O)NCC=2SC(=NN2)C2=CC=CC=C2